N-(2-(1-methyl-1H-pyrazol-4-yl)-1H-pyrrolo[3,2-c]pyridin-6-yl)cyclopropanecarboxamide CN1N=CC(=C1)C1=CC=2C=NC(=CC2N1)NC(=O)C1CC1